2-(2,5-DIMETHYL-2-INDANYL)-2-PROPANOL CC1(CC2=CC=C(C=C2C1)C)C(C)(C)O